C1(=CC=CC=C1)N=C(C(F)(F)F)Cl N-phenyl-2,2,2-trifluoroacetimidoyl chloride